NC1=C(C=2C(=NC=C(C2S1)F)C=1C2=C(C=3C=NC(=NC3C1F)N1[C@@H]3[C@@H]([C@H](C1)C3)N(C)C)COC2)C#N 2-Amino-4-(3-((1S,4S,5R)-5-(dimethylamino)-2-azabicyclo[2.1.1]hexan-2-yl)-5-fluoro-7,9-dihydrofuro[3,4-f]quinazolin-6-yl)-7-fluorothieno[3,2-c]pyridine-3-carbonitrile